(3'-(9H-carbazol-9-yl-d8)-4-hydroxy-[1,1'-biphenyl]-3-yl-2',4',5,6-d4)boronic acid C1(=C(C(=C(C=2C3=C(C(=C(C(=C3N(C12)C1=C(C(=CC=C1[2H])C1=CC(=C(C(=C1[2H])[2H])O)B(O)O)[2H])[2H])[2H])[2H])[2H])[2H])[2H])[2H])[2H]